4-morpholineethanesulfonic acid monohydrate O.N1(CCOCC1)CCS(=O)(=O)O